2-(2,4-dioxotetrahydropyrimidin-1(2H)-yl)-4-(4-((4-(5-(5-methyl-5H-pyrido[4,3-b]indol-7-yl)pyridin-2-yl)piperazin-1-yl)methyl)piperidin-1-yl)isoindoline-1,3-dione O=C1N(CCC(N1)=O)N1C(C2=CC=CC(=C2C1=O)N1CCC(CC1)CN1CCN(CC1)C1=NC=C(C=C1)C=1C=CC=2C3=C(N(C2C1)C)C=CN=C3)=O